CC1(CC[C@H](N1)C(=O)N1CCC(CC1)C(=O)C1=C(N(C2=CN=CC=C21)C2=C(C(=O)N(C(C)C)CC)C=C(C=C2)F)C)C (S)-2-(3-(1-(5,5-Dimethylpyrrolidine-2-carbonyl)piperidine-4-carbonyl)-2-methyl-1H-pyrrolo[2,3-c]pyridin-1-yl)-N-ethyl-5-fluoro-N-isopropylbenzamide